1-((3-(8-cyanoindolizin-5-yl)pyridin-4-yl)thio)cyclobutane C(#N)C1=CC=C(N2C=CC=C12)C=1C=NC=CC1SC1CCC1